NC([C@H](CCC(=O)OC(C)(C)C)N1C(C2=CC=C3C(=C2C1)OC[C@@H]1N3CCN(C1)C(=O)OC(C)(C)C)=O)=O tert-butyl (R)-2-((S)-1-amino-5-(tert-butoxy)-1,5-dioxopentan-2-yl)-1-oxo-2,3,5a,6,8,9-hexahydro-1H-pyrazino[1',2':4,5][1,4]oxazino[2,3-e]isoindole-7(5H)-carboxylate